methyl 3-chloro-5-((1,1,3,3,3-pentafluoro-2-oxopropyl)sulfonyl)benzoate ClC=1C=C(C(=O)OC)C=C(C1)S(=O)(=O)C(C(C(F)(F)F)=O)(F)F